ClC1=C(C=C(C=2C(=C3N(C12)CCN(C3)C(CC3N(CCOC3)C(=O)[O-])=O)C=3C=NNC3)OCC#N)Cl 3-(2-(6,7-dichloro-9-(cyanomethoxy)-10-(1H-pyrazol-4-yl)-3,4-dihydropyrazino[1,2-a]indol-2(1H)-yl)-2-oxoethyl)morpholine-4-carboxylate